C1(=CCCC1)C1=C(C2=C(CCC1)C=C(C=C2)C(=O)O)C2=CC=C(C=C2)N2CCC(CC2)C=O 6-(cyclopenten-1-yl)-5-[4-(4-formyl-1-piperidyl)phenyl]-8,9-dihydro-7H-benzo[7]annulene-2-carboxylic acid